COC1=CC=CC2=C1N(CCCC2)CC2=CC=C(C(=O)NO)C=C2 4-((9-methoxy-2,3,4,5-tetrahydro-1H-benzo[b]azepin-1-yl)methyl)-N-hydroxybenzamide